C(C)N1N(C2=CC(=CC=C2C1=O)NC1=NC=C(C(=N1)N[C@H](CO)C1=CC=CC=C1)C=1OC(=NN1)C1=NC=CC=C1)C(C)C (S)-2-ethyl-6-((4-((2-hydroxy-1-phenylethyl)amino)-5-(5-(pyridin-2-yl)-1,3,4-oxadiazol-2-yl)pyrimidin-2-yl)amino)-1-isopropyl-1,2-dihydro-3H-indazol-3-one